FC1=CC=C2C(=N1)N=C(N2)C2=CC=CC=C2 5-Fluoro-2-phenyl-imidazo[4,5-b]pyridin